CC1(CCC(CC1)C1CC1)C(=O)OC methyl (1s,4s)-methyl-4-cyclopropylcyclohexanecarboxylate